CC=1C=CC2=C(NC(=N2)C=O)C1 6-METHYL-1H-BENZOIMIDAZOLE-2-CARBALDEHYDE